FC=1C(=C(C=CC1F)C1C(OC(C1C)(C)C)C(=O)OC)OC methyl rac-3-(3,4-difluoro-2-methoxy-phenyl)-4,5,5-trimethyl-tetrahydrofuran-2-carboxylate